(Z)-1-(5-chloro-6-methoxy-2,4-dimethylpyridin-3-yl)-3-fluoro-4-(7-fluoro-1H-indazol-6-yl)but-3-en-2-one ClC=1C(=C(C(=NC1OC)C)CC(/C(=C/C1=CC=C2C=NNC2=C1F)/F)=O)C